1-[2-(3-methylphenyl)-3-(pyridin-4-yl)-6,7-dihydropyrazolo[1,5-a]pyrazin-5(4H)-yl]prop-2-en-1-one CC=1C=C(C=CC1)C1=NN2C(CN(CC2)C(C=C)=O)=C1C1=CC=NC=C1